N1(CCC12COC2)C2=NC1=CC=C(C=C1C=N2)C=O 2-(6-oxa-1-azaspiro[3.3]hept-1-yl)quinazoline-6-carbaldehyde